Oxazepine-5,7-dione O1NC=CC(CC1=O)=O